N(C)C[C@H](O)[C@@H](O)[C@H](O)[C@H](O)CO.N1C=C(C=C1)C(=O)O 1H-pyrrole-3-carboxylic acid meglumine salt